C(C)(C)(C)OC(=O)N1C(C2=C(C=C(C=C2C(=N1)CN1C(C2=CC=CC=C2C1=O)=O)Br)O)=O 6-bromo-4-((1,3-dioxoisoindol-2-yl)methyl)-8-hydroxy-1-oxophthalazine-2(1H)-carboxylic acid tert-butyl ester